N-methyl-1-(1-methyl-3-(1-methyl-1H-pyrazol-4-yl)-1H-indazol-5-yl)-3-(1-methylpiperidin-4-yl)-5,6-dihydroimidazo[1,5-a]pyrazine-7(8H)-carboxamide CNC(=O)N1CC=2N(CC1)C(=NC2C=2C=C1C(=NN(C1=CC2)C)C=2C=NN(C2)C)C2CCN(CC2)C